4-(trifluoromethyl)benzamide hydrobromide Br.FC(C1=CC=C(C(=O)N)C=C1)(F)F